7-(difluoromethyl)-N-(3,4-dimethyl-1H-pyrazol-5-yl)quinolin-4-amine FC(C1=CC=C2C(=CC=NC2=C1)NC1=C(C(=NN1)C)C)F